(R)-N'-((1,2,3,5,6,7-hexahydro-s-indacen-4-yl)carbamoyl)-4,7-dihydro-5H-thieno[2,3-c]pyran-2-sulfonimidamide C1CCC2=C(C=3CCCC3C=C12)NC(=O)N=[S@](=O)(N)C1=CC2=C(COCC2)S1